C(C=C)(=O)N1[C@H](CN(C[C@H]1C)C1=NC(N2C3=C(C(=C(C=C13)C(F)(F)F)C1=C(C=C(C(=C1)Cl)F)F)SC[C@@H]2CO)=O)C (3S)-7-((3S,5R)-4-acryloyl-3,5-dimethylpiperazin-1-yl)-10-(5-chloro-2,4-difluorophenyl)-3-(hydroxymethyl)-9-(trifluoromethyl)-2H-[1,4]thiazino[2,3,4-ij]quinazolin-5(3H)-one